2-methyl-2-[(1-oxo-2-propenyl)amino]-1-propanesulfonic Acid CC(CS(=O)(=O)O)(C)NC(C=C)=O